L-6-aminoadenine NC1(C2=NC=NC2=NC=N1)N